NC1=NNC2=CC=C(C=C12)C1=CC(=NC=C1)NC(CC1=CC=CC=C1)=O N-(4-(3-amino-1H-indazol-5-yl)pyridin-2-yl)-2-phenylacetamide